tert-butyl ((1-(3-mercapto-1-(tetrahydro-2H-pyran-2-yl)-1H-pyrazolo[3,4-b]pyrazin-6-yl)-4-methylpiperidin-4-yl)methyl)carbamate SC1=NN(C2=NC(=CN=C21)N2CCC(CC2)(C)CNC(OC(C)(C)C)=O)C2OCCCC2